O=C1C(C(CC(C1)C1=CC=CC=C1)=O)=CN[C@@H](CC1=CNC=N1)C(=O)O ((2,6-dioxo-4-phenylcyclohexylidene)methyl)-L-histidine